C(OC1=C(C(=C(C(=C1)CC1=CC=C(C=C1)NC(C)=O)F)CN1C(N([C@H](C2=CC=C(C=C12)C(NCC1=C(C=C(C=C1F)F)F)=O)C)C)=O)Cl)([O-])=O (S)-4-acetamidobenzyl-(2-chloro-3-((3,4-dimethyl-2-oxo-7-((2,4,6-trifluorobenzyl) carbamoyl)-3,4-dihydroquinazolin-1(2H)-yl) methyl)-4-fluorophenyl) carbonate